ClC=1C(=CC(=C(C1)NC=1C2=C(N=CN1)C=CC(=N2)N2[C@@H]1CN([C@H](C2)C1)C(=O)OC(C)(C)C)F)OCC1COCC1 (1S,4S)-tert-Butyl 5-(4-((5-chloro-2-fluoro-4-((tetrahydrofuran-3-yl)methoxy)phenyl)amino)pyrido[3,2-d]pyrimidin-6-yl)-2,5-diazabicyclo[2.2.1]heptane-2-carboxylate